COC(C1=CC(=CC=C1)C1=NC=C(C=C1)N)=O 3-(5-aminopyridin-2-yl)benzoic acid methyl ester